7-morpholino-2-(pyridin-4-yl)-N-(3-(p-tolyl)-1H-pyrazol-5-yl)pyrazolo[1,5-a]pyrimidin-5-amine hydrogen chloride salt Cl.O1CCN(CC1)C1=CC(=NC=2N1N=C(C2)C2=CC=NC=C2)NC2=CC(=NN2)C2=CC=C(C=C2)C